ClC1=CC=C(C=N1)C=1CCN(CC1)C(=O)OC(C)(C)C tert-butyl 6-chloro-3',6'-dihydro-[3,4'-bipyridine]-1'(2'H)-carboxylate